[Si](C)(C)(C(C)(C)C)OC[C@H](CB(O)O)C=1C=NC=C(C1)C1=CC(=C(C=C1)OC)OCCC (R)-(3-((tert-butyl-dimethylsilyl)oxy)-2-(5-(4-methoxy-3-propoxyphenyl)pyridin-3-yl)propyl)boronic acid